N1N=CC2=C1C=C1CCNCC1(C2)C(=O)[O-] 4,4a,5,6,7,8-hexahydro-1H-pyrazolo[3,4-g]isoquinoline-4a-carboxylate